CC=1N=NN2C1C=C(C=C2)N 3-methyl-[1,2,3]triazolo[1,5-a]pyridin-5-amine